(4-methyl benzenesulfonate)-monohydrate O.CC1=CC=C(C=C1)S(=O)(=O)O